(6S)-5-methyltetrahydrofolate hydrochloride Cl.CN1C=2C(NC(=NC2NC[C@@H]1CNC1=CC=C(C(N[C@@H](CCC(=O)O)C(=O)O)=O)C=C1)N)=O